N-(3-(1'-methyl-3-oxo-2,3-dihydrospiro[indene-1,4'-piperidin]-6-yl)-1H-pyrrolo[2,3-b]pyridin-6-yl)isonicotinamide CN1CCC2(CC1)CC(C1=CC=C(C=C12)C1=CNC2=NC(=CC=C21)NC(C2=CC=NC=C2)=O)=O